(3S,4R)-N3-(6-(2,6-dichloro-3,5-dimethoxyphenyl)pyrido[3,4-d]pyrimidin-2-yl)tetrahydrofuran-3,4-diamine ClC1=C(C(=C(C=C1OC)OC)Cl)C1=CC2=C(N=C(N=C2)N[C@@H]2COC[C@@H]2N)C=N1